4,4'-(Cyclohexan-1,1-diyl)diphenol C1(CCCCC1)(C1=CC=C(C=C1)O)C1=CC=C(C=C1)O